C(C1=CC=CC=C1)OC1=C(C(=O)O)C=CC(=C1OCC1=CC=CC=C1)C(NCCOCCNC(=O)OC(C)(C)C)=O 2,3-bis(benzyloxy)-4-((2-(2-((tert-butoxycarbonyl)amino)ethoxy)ethyl)carbamoyl)benzoic acid